4-amino-7-[{6-(trifluoromethyl)pyridin-3-yl}oxy]chroman-8-ol hydrobromide Br.NC1CCOC2=C(C(=CC=C12)OC=1C=NC(=CC1)C(F)(F)F)O